CC1(OB(OC1(C)C)C1=CC=C(C=C1)C=1C=NC2=CC=CC=C2C1)C 3-[4-(4,4,5,5-tetramethyl-1,3,2-dioxaborolan-2-yl)phenyl]quinoline